FC(COC1=NC(=NC(=N1)C1=NC(=CC=C1)C(F)(F)F)NC1=CC(=NC=C1)C(F)(F)F)(F)F (2,2,2-trifluoroethoxy)-6-(6-(trifluoromethyl)pyridin-2-yl)-N-(2-(trifluoromethyl)pyridin-4-yl)-1,3,5-triazin-2-amine